N-(6-METHOXY-1-METHYL-1H-INDAZOL-7-YL)-1-(4-(3-METHOXYPENTAN-3-YL)PYRIDIN-2-YL)-1H-PYRAZOLE-4-SULFONAMIDE COC1=CC=C2C=NN(C2=C1NS(=O)(=O)C=1C=NN(C1)C1=NC=CC(=C1)C(CC)(CC)OC)C